CN1C=C(C2=CC=CC=C12)CCC1=NOC(O1)=O 3-{2-(1-Methyl-1H-indol-3-yl)ethyl}-1,4,2-dioxazol-5-one